N-methyl-1-(4-(2-(methyl(2,3,5-trifluorobenzyl)amino)-2-oxoethyl)phenyl)-1H-benzo[d]imidazole-5-formamide CNC(=O)C1=CC2=C(N(C=N2)C2=CC=C(C=C2)CC(=O)N(CC2=C(C(=CC(=C2)F)F)F)C)C=C1